CC=1N=CSC1C12CC(C1)(C2)CN (3-(4-methylthiazol-5-yl)bicyclo[1.1.1]pentan-1-yl)methanamine